iridium Gold [Au].[Ir]